CC1NC(C2=CC=C(C=C2C1)C1=CC=C(C=C1)N1N=NC=C1C(=O)O)=O (4-(3-methyl-1-oxo-1,2,3,4-tetrahydroisoquinolin-6-yl)phenyl)-1H-1,2,3-triazole-5-carboxylic acid